ethyl 4-chloro-5,6,7,8-tetrahydro-1,7-naphthyridine-2-carboxylate ClC1=CC(=NC=2CNCCC12)C(=O)OCC